COC(=O)C1CCC(CC1)C=1C=C2C(=NC(=NC2=CC1OC)C)N[C@H](C)C=1SC=C(C1)Br (1R,4R)-4-(4-(((R)-1-(4-bromothien-2-yl)ethyl)amino)-7-methoxy-2-methylquinazolin-6-yl)cyclohexane-1-carboxylic acid methyl ester